6,6'-((2-((tert-Butyldiphenylsilyl)oxy)succinyl)bis(oxy))dihexanoic acid [Si](C1=CC=CC=C1)(C1=CC=CC=C1)(C(C)(C)C)OC(C(=O)OCCCCCC(=O)O)CC(=O)OCCCCCC(=O)O